4-(N-(3-chloro-5-(trifluoromethyl)phenyl)sulfamoyl)-2,5-dimethyl-1H-pyrrole-3-carboxylic acid ClC=1C=C(C=C(C1)C(F)(F)F)NS(=O)(=O)C=1C(=C(NC1C)C)C(=O)O